FC(CNC(=O)C=1C=NN2C1C=C(C=C2)C2=CNC=1N=CN=C(C12)N[C@@H]1CC[C@H](CC1)N1CCOCC1)(C)C N-(2-fluoro-2-methylpropyl)-5-(4-((trans-4-morpholinocyclohexyl)amino)-7H-pyrrolo[2,3-d]pyrimidin-5-yl)pyrazolo[1,5-a]pyridine-3-carboxamide